3-((5-(2-((6-methoxy-2-methylquinazolin-4-yl)thio)acetyl)thiophen-2-yl)methyl)-1,1-dimethylurea COC=1C=C2C(=NC(=NC2=CC1)C)SCC(=O)C1=CC=C(S1)CNC(N(C)C)=O